(S)-2-((2-amino-5-(3-(quinuclidin-4-yl)-1,2,4-oxadiazol-5-yl)pyridin-4-yl)amino)-2-(4-(trifluoromethyl)phenyl)ethan-1-ol NC1=NC=C(C(=C1)N[C@H](CO)C1=CC=C(C=C1)C(F)(F)F)C1=NC(=NO1)C12CCN(CC1)CC2